2-methyl-9,10-bis[2-carboxy(3,6-methano-4-cyclohexenyl)]carbonyloxyanthracene CC1=CC2=C(C3=CC=CC=C3C(=C2C=C1)OC(=O)C1C(C2C=CC1C2)C(=O)O)OC(=O)C2C(C1C=CC2C1)C(=O)O